4-{3-(2,6-Dimethyl-phenyl)-7-[3-hydroxymethyl-4-(4-methyl-piperazin-1-yl)-phenylamino]-2-oxo-3,4-dihydro-2H-pyrimido[4,5-d]pyrimidin-1-yl}-butyric acid methyl ester COC(CCCN1C(N(CC=2C1=NC(=NC2)NC2=CC(=C(C=C2)N2CCN(CC2)C)CO)C2=C(C=CC=C2C)C)=O)=O